N-[5-[[[5-(1,1-Dimethylethyl)-2-oxazolyl]methyl]thio]-2-thiazolyl]-4-piperidinecarboxamide CC(C)(C)C1=CN=C(O1)CSC1=CN=C(S1)NC(=O)C1CCNCC1